COC=1C=C(N)C=C(C1)OC1CN(CC1)C 3-methoxy-5-((1-methylpyrrolidin-3-yl)oxy)aniline